2-[(E)-2-(aminomethyl)-3-fluoro-allyl]-4-[[5-(5,6,7,8-tetrahydro-1,8-naphthyridin-3-yl)-2-thienyl]methyl]-1,2,4-triazol-3-one NC/C(/CN1N=CN(C1=O)CC=1SC(=CC1)C=1C=NC=2NCCCC2C1)=C\F